C(C1=CC=NC=C1)(=O)Cl Isonicotinoyl Chloride